C(C)(=O)C=1C(=NC(=CC1)N1C=NC2=C1C=CC(=C2)NC2=NC=C(C=N2)C)N2N=C(C=C2C)C#N 1-[3-acetyl-6-[5-[(5-methylpyrimidin-2-yl)amino]benzimidazol-1-yl]-2-pyridyl]-5-methyl-pyrazole-3-carbonitrile